ClC=1C=CC=C2C(C=C(OC12)C1=C(OCCCC(=O)O)C=C(C(=C1)C)OC)=O 4-[2-(8-chloro-4-oxo-chromen-2-yl)-5-methoxy-4-methyl-phenoxy]butanoic acid